5-(4-((1H-indol-6-yl)methoxy)phenyl)-2-oxo-6-(trifluoromethyl)-1,2-dihydropyridine-3-carboxamide N1C=CC2=CC=C(C=C12)COC1=CC=C(C=C1)C=1C=C(C(NC1C(F)(F)F)=O)C(=O)N